ClC1=C(C=CC(=C1)OC1=NC=CC(=C1)C)C(C1=CNC2=C1C1=C(NC(C(N1)(C)COC)=O)C=N2)O 9-((2-chloro-4-((4-methylpyridin-2-yl)oxy)phenyl)(hydroxyl)methyl)-2-(methoxymethyl)-2-methyl-1,2,4,7-tetrahydro-3H-pyrrolo[3',2':5,6]pyrido[3,4-b]pyrazin-3-one